FC1(CCN(CC1)C1=NC2=C(C=C(C=C2C(N1C)=O)C)C(C)NC1=C(C(=O)OC)C=CC=C1)F methyl 2-[1-[2-(4,4-difluoro-1-piperidyl)-3,6-dimethyl-4-oxo-quinazolin-8-yl]ethylamino]benzoate